FC(C1=CC(=NN1C)C1=NC(=NO1)C1(CC1)C1=C(C=CC=C1)C([2H])([2H])[2H])F 5-(5-(difluoromethyl)-1-methyl-1H-pyrazol-3-yl)-3-(1-(2-(methyl-d3)phenyl)cyclopropyl)-1,2,4-oxadiazole